CC1=CC=C(C=C1)S(=O)(=O)OCCOCCOCCOCCOCCOCCNC1=C2C(N(C(C2=CC=C1)=O)C1C(NC(CC1)=O)=O)=O 17-((2-(2,6-dioxopiperidin-3-yl)-1,3-dioxoisoindolin-4-yl) amino)-3,6,9,12,15-pentoxaheptadecyl 4-methylbenzenesulfonate